O1COC2=C1C=CC(=C2)N2C=NC(=C2)NC2=NC(=NN1C2=CC=C1)Cl N-(1-(benzo[d][1,3]dioxol-5-yl)-1H-imidazol-4-yl)-2-chloropyrrolo[2,1-f][1,2,4]triazin-4-amine